N-(4-((2-(1,1-difluoroethyl)-6-methylpyrimidin-4-yl)amino)-5-(5-(2-methoxyethyl)-1,3,4-thiadiazol-2-yl)pyridin-2-yl)acetamide FC(C)(F)C1=NC(=CC(=N1)NC1=CC(=NC=C1C=1SC(=NN1)CCOC)NC(C)=O)C